N1C=[NH+]C=C1 N'-imidazolium